6-fluoro-5-(3-(4-(4-methylpiperazin-1-yl)phenyl)-1H-pyrazolo[3,4-c]pyridin-5-yl)-1,2,3,4-tetrahydronaphthalen-1-amine FC=1C(=C2CCCC(C2=CC1)N)C=1C=C2C(=CN1)NN=C2C2=CC=C(C=C2)N2CCN(CC2)C